1-Methyl-1-propylpiperidinium bromide [Br-].C[N+]1(CCCCC1)CCC